COC1=CC=C(C(=O)N2CC3(CN(C3)C(C=C)=O)[C@@H](C2)C2=CC=CC=C2)C=C1 (S)-1-(6-(4-Methoxybenzoyl)-8-phenyl-2,6-diazaspiro[3.4]octan-2-yl)prop-2-en-1-one